(S)-2-(azetidin-1-ylmethyl)-N-((R)-2,2-difluoro-1-phenylethyl)-3-methylbutanamide N1(CCC1)C[C@@H](C(=O)N[C@@H](C(F)F)C1=CC=CC=C1)C(C)C